C(C)(C)(C)OC(=O)N[C@H](C(=O)OC(C)(C)C)CC=O tert-butyl (S)-2-((tert-butoxycarbonyl) amino)-4-oxobutanoate